(S)-3-(3-chloro-4-fluorophenyl)-1-((1-methylpiperidin-4-yl)methyl)-1-(1-(1-oxo-1,2-dihydroisoquinolin-4-yl)ethyl)urea ClC=1C=C(C=CC1F)NC(N([C@@H](C)C1=CNC(C2=CC=CC=C12)=O)CC1CCN(CC1)C)=O